(R)-(3-(Dimethylamino)pyrrolidin-1-yl)(3-(pyrimidin-5-ylethynyl)-1H-indazol-5-yl)methanone CN([C@H]1CN(CC1)C(=O)C=1C=C2C(=NNC2=CC1)C#CC=1C=NC=NC1)C